tert-butyl N-(2-((3-(((2R,3S,5R)-3-(3,4-difluoro-2-methoxy-phenyl)-5-methyl-5-(trifluoromethyl) tetrahydrothiophene-2-carbonyl) amino) phenyl) sulfamoyl) ethyl)-N-methylcarbamate FC=1C(=C(C=CC1F)[C@H]1[C@@H](S[C@](C1)(C(F)(F)F)C)C(=O)NC=1C=C(C=CC1)NS(=O)(=O)CCN(C(OC(C)(C)C)=O)C)OC